(4-(4-amino-7-(1-isobutyrylpiperidin-4-yl)pyrrolo[2,1-f][1,2,4]triazin-5-yl)phenyl)-1-cyclopropyl-6-methyl-5-(oxazol-2-yl)-4-oxo-1,4-dihydropyridine-3-carboxamide NC1=NC=NN2C1=C(C=C2C2CCN(CC2)C(C(C)C)=O)C2=CC=C(C=C2)C=2N(C(=C(C(C2C(=O)N)=O)C=2OC=CN2)C)C2CC2